3-(DIMETHYLAMINO)PENTANOIC ACID CN(C(CC(=O)O)CC)C